OC(C)(C)C1=C(C(=O)OC2=CC(=CC=C2)C(C)(C)O)C(=CC(=C1)C(C)(C)O)C(C)(C)O 3-α-hydroxyisopropylphenyl 2,4,6-tris(α-hydroxyisopropyl)benzoate